FC=1C=C2C(=NC=3N(C2=CC1)C(=NN3)C)N3CCCC1=C(C=CC=C31)C#CC(C#N)(C)C 4-[1-(7-fluoro-1-methyl-[1,2,4]triazolo[4,3-a]quinazolin-5-yl)-3,4-dihydro-2H-quinolin-5-yl]-2,2-dimethyl-but-3-ynenitrile